3-bromo-5-(2-methoxyethoxy)-N-[2-(trifluoromethyl)pyridin-4-yl]benzamide BrC=1C=C(C(=O)NC2=CC(=NC=C2)C(F)(F)F)C=C(C1)OCCOC